FC1=CC(=C(C=C1C=1C=NC(=NC1)N1CCOCC1)NC(=O)C=1C(=NN(C1)C)C(F)(F)F)N1C[C@H](N(CC1)C)C N-[4-fluoro-5-(2-morpholin-4-ylpyrimidin-5-yl)-2-[(3R)-3,4-dimethylpiperazin-1-yl]phenyl]-1-methyl-3-(trifluoromethyl)pyrazole-4-carboxamide